2,6-di-tert-butyl-4-(4-methylbenzylidene)-2,5-cyclohexadiene-1-one C(C)(C)(C)C=1C(C(=CC(C1)=CC1=CC=C(C=C1)C)C(C)(C)C)=O